BrC=1N=C2N(C[C@H](N3C2=CC(C(=C3)C(=O)OCC)=O)C(C)(C)C)C1 ethyl (R)-2-bromo-6-(tert-butyl)-10-oxo-5,6-dihydro-10H-imidazo[1,2-a]pyrido[2,1-c]pyrazine-9-carboxylate